6,7-dihydro-[1,2,3]triazolo[1,5-a]pyrazine N1=NC=C2N1CCN=C2